C(C#C)OCCOC1=CC=C(C(=O)NC2=CC=C(C=C2)N2CCN(CC2)C2=NC=CC=C2)C=C1 4-(2-Prop-2-ynoxyethoxy)-N-[4-[4-(2-pyridyl)piperazin-1-yl]phenyl]benzamid